[4,5-dimethyl-1,3-bis(2,4,6-trimethylphenyl)imidazol-2-ylidene][2-thienylmethylene]ruthenium (II) dichloride CC=1N(C(N(C1C)C1=C(C=C(C=C1C)C)C)=[Ru-4](=CC=1SC=CC1)(Cl)Cl)C1=C(C=C(C=C1C)C)C